NC(CC[C@@H](C#C)NC([C@H](CC1CCCCC1)NC(=O)C=1NC2=CC=CC=C2C1)=O)=O N-((S)-1-(((S)-6-amino-6-oxohex-1-yn-3-yl)amino)-3-cyclohexyl-1-oxopropan-2-yl)-1H-indole-2-carboxamide